2-[1-[4-[(2,6-dioxo-3-piperidyl)amino]-2-fluoro-phenyl]-4-piperidyl]acetic acid O=C1NC(CCC1NC1=CC(=C(C=C1)N1CCC(CC1)CC(=O)O)F)=O